OC[C@@H]1CC[C@H](CC1)SCC1=NC2=C(C=CC=C2C=N1)C 2-(((trans-4-(hydroxymethyl)cyclohexyl)thio)methyl)-8-methylquinazolin